NC=1SC(=CN1)[C@@]1([C@@H](CN(CC1)C(=O)OC(C)(C)C)F)O tert-butyl (3R,4R)-4-(2-aminothiazol-5-yl)-3-fluoro-4-hydroxy-piperidine-1-carboxylate